5-{4-[(7-(4-[6-(benzyloxy)-4-oxoquinazolin-3-yl]phenyl)-7-azaspiro[3.5]nonan-2-yl)oxy]piperidin-1-yl-1-oxo-3H-isoindol-2-yl}piperidine-2,6-dione C(C1=CC=CC=C1)OC=1C=C2C(N(C=NC2=CC1)C1=CC=C(C=C1)N1CCC2(CC(C2)OC2CCN(CC2)C2N(C(C3=CC=CC=C23)=O)C2CCC(NC2=O)=O)CC1)=O